tris(2-trifluoromethyl-but-3-ynyl)phosphate FC(C(COP(=O)(OCC(C#C)C(F)(F)F)OCC(C#C)C(F)(F)F)C#C)(F)F